3-oxo-2-(3-(trifluoromethyl)phenoxy)butanal O=C(C(C=O)OC1=CC(=CC=C1)C(F)(F)F)C